1-isocyanato-2-(trifluoromethoxy)ethane N(=C=O)CCOC(F)(F)F